[3-fluoro-5-(1,1,2,2,2-pentafluoroethylsulfanyl)-2-pyridyl]-2-[1-(2-hydroxy-1,1-dimethyl-ethyl)tetrazol-5-yl]sulfanyl-5-nitro-benzamide FC=1C(=NC=C(C1)SC(C(F)(F)F)(F)F)C=1C(=C(C(=O)N)C=C(C1)[N+](=O)[O-])SC1=NN=NN1C(CO)(C)C